NCC1=CC=C2C=CN(C2=C1)CC=1N=CN(C1)CCCNC(OC(C)(C)C)=O tert-butyl (3-(4-((6-(aminomethyl)-1H-indol-1-yl)methyl)-1H-imidazol-1-yl)propyl)carbamate